quinolin-7-yl acrylate C(C=C)(=O)OC1=CC=C2C=CC=NC2=C1